C1(=CC=CC=C1)C=1N=C(N=NC1C1=CC=CC=C1)SC(C(=O)NC)CCC 2-[(5,6-diphenyl-1,2,4-triazin-3-yl)sulfanyl]-N-methylpentanamide